1-(5-(4-amino-7-methyl-7H-pyrrolo[2,3-d]pyrimidin-5-yl)-4-fluoroindolin-1-yl)-2-(3,5-dimethyl-1H-pyrazol-1-yl)ethanone NC=1C2=C(N=CN1)N(C=C2C=2C(=C1CCN(C1=CC2)C(CN2N=C(C=C2C)C)=O)F)C